ClC1=NC=CC(=N1)C(CC)NC(C1=CC=C(C=C1)C1=NC(=CN=C1)C(F)(F)F)=O N-(1-(2-chloropyrimidin-4-yl)propyl)-4-(6-(trifluoromethyl)pyrazin-2-yl)benzamide